CC1CCC(=O)CC1 methylcycloHexanone